2-bromo-1-(3-(4-(difluoromethoxy)-3-hydroxyphenyl)isoxazole-5-yl)ethan-1-one BrCC(=O)C1=CC(=NO1)C1=CC(=C(C=C1)OC(F)F)O